5-chloro-7-methyl-1-((2-(trimethylsilyl)ethoxy)methyl)-1H-pyrrolo[2,3-c]pyridine-3-carboxylic acid methyl ester COC(=O)C1=CN(C2=C(N=C(C=C21)Cl)C)COCC[Si](C)(C)C